BrC1=CN(C=2N=CN=C(C21)N2C[C@H](N(C[C@@H]2C)C(=O)OC(C)(C)C)C)C2=CC(=CC=C2)F tert-Butyl (2R,5S)-4-(5-bromo-7-(3-fluorophenyl)-7H-pyrrolo[2,3-d]pyrimidin-4-yl)-2,5-dimethylpiperazine-1-carboxylate